5-[(3S,4S)-3-[(4-bromo-2-pyridyl)oxy]-4-fluoro-pyrrolidin-1-yl]-4-chloro-2-tetrahydropyran-2-yl-pyridazin-3-one BrC1=CC(=NC=C1)O[C@H]1CN(C[C@@H]1F)C1=C(C(N(N=C1)C1OCCCC1)=O)Cl